P(O)([O-])=O Hydrogenphosphonat